C(CCCCCCCCCCCCCCCCCCC)(=O)OC1=CC=C(C=C1)COC(=O)OC1=CC=C(C=C1)[N+](=O)[O-] 4-((((4-nitrophenoxy)carbonyl)oxy)methyl)phenyl icosanoate